N-(3-Methoxy-4-(4-(4-methylpiperazin-1-yl)piperidin-1-yl)phenyl)-4-(5-phenyl-4,5-dihydro-1H-pyrazol-1-yl)-7H-pyrrolo[2,3-d]pyrimidin-2-amine COC=1C=C(C=CC1N1CCC(CC1)N1CCN(CC1)C)NC=1N=C(C2=C(N1)NC=C2)N2N=CCC2C2=CC=CC=C2